dibenzyl diisopropylphosphoramidite C(C)(C)N(P(OCC1=CC=CC=C1)OCC1=CC=CC=C1)C(C)C